1-(4'-methylbenzenesulfonyl)-3-hydroxy-4-thiazolidin-3-ylmethyl-pyridin-2(1H)-one CC1=CC=C(C=C1)S(=O)(=O)N1C(C(=C(C=C1)CN1CSCC1)O)=O